2-({6-[2-(3-methoxyphenyl)ethyl]-4-phenylquinolin-2-yl}(methyl)amino)acetic acid COC=1C=C(C=CC1)CCC=1C=C2C(=CC(=NC2=CC1)N(CC(=O)O)C)C1=CC=CC=C1